2'-(beta-D-Glucopyranosyloxy)-6'-hydroxy-3-(5-benzo[b]furanyl)acrylophenone [C@@H]1([C@H](O)[C@@H](O)[C@H](O)[C@H](O1)CO)OC1=C(C(=CC=C1)O)C(C=CC1=CC2=C(OC=C2)C=C1)=O